rac-(1S*,2S*)-N-(6-(((6-cyclopropyl-8-(3-methyl-2,4-dioxoimidazolidin-1-yl)imidazo[1,2-a]pyridin-2-yl)methyl)amino)pyrimidin-4-yl)-2-(2-methyl-pyrimidin-4-yl)cyclopropane-1-carboxamide C1(CC1)C=1C=C(C=2N(C1)C=C(N2)CNC2=CC(=NC=N2)NC(=O)[C@@H]2[C@H](C2)C2=NC(=NC=C2)C)N2C(N(C(C2)=O)C)=O |r|